N-(2-((4-(2-(((1,3-Dimethyl-1H-indazol-5-yl)methyl)(pyridin-3-ylmethyl)amino)ethyl)phenyl)carbamoyl)-4,5-dimethoxyphenyl)-4-oxo-4H-chromene-2-carboxamide CN1N=C(C2=CC(=CC=C12)CN(CCC1=CC=C(C=C1)NC(=O)C1=C(C=C(C(=C1)OC)OC)NC(=O)C=1OC2=CC=CC=C2C(C1)=O)CC=1C=NC=CC1)C